3-(cyclobutylmethyl)-1,2,3,4,4a,5,6,7a-octahydrospiro[4,12-methanobenzofuro[3,2-e]isoquinoline-7,2'-[1,3]dioxolane]-9-carbonitrile C1(CCC1)CN1C2C3CCC4(OCCO4)C4C3(CC1)C1=C(O4)C(=CC=C1C2)C#N